tert-butyl-((4-fluoro-3-(methoxymethoxy)naphthalen-1-yl)oxy)dimethylsilane Ethyl-6-((5-chloro-3-(2,2,2-trifluoroethoxy)pyridin-2-yl)oxy)imidazo[1,2-a]pyrimidine-2-carboxylate C(C)OC(=O)C=1N=C2N(C=C(C=N2)OC2=NC=C(C=C2OCC(F)(F)F)Cl)C1.C(C)(C)(C)[Si](C)(C)OC1=CC(=C(C2=CC=CC=C12)F)OCOC